[1-[(1R)-1-[3-[[2-hydroxy-2-(trifluoromethyl)indan-1-yl]carbamoyl]phenyl]-3-methoxy-propyl]-4,4-dimethyl-6-oxo-hexahydropyrimidin-2-ylidene]ammonium OC1(C(C2=CC=CC=C2C1)NC(=O)C=1C=C(C=CC1)[C@@H](CCOC)N1C(NC(CC1=O)(C)C)=[NH2+])C(F)(F)F